N[C@@H](CN1C(N(C(=C(C1=O)C1=C(C(=CC=C1)OC1CCOCC1)F)C)CC1=C(C=CC=C1C(F)(F)F)F)=O)C1=CC=CC=C1 (R)-3-(2-amino-2-phenylethyl)-5-(2-fluoro-3-((tetrahydro-2H-pyran-4-yl)oxy)phenyl)-1-(2-fluoro-6-(trifluoromethyl)benzyl)-6-methylpyrimidine-2,4(1H,3H)-dione